1-methyl-3-(1-methyl-2-oxo-5-(trifluoromethyl)-1,2-dihydropyridin-3-yl)-1-(3-(3-((tetrahydrofuran-3-yl)oxy)-1H-pyrazolo[3,4-b]pyridin-5-yl)bicyclo[1.1.1]pentan-1-yl)urea CN(C(=O)NC=1C(N(C=C(C1)C(F)(F)F)C)=O)C12CC(C1)(C2)C=2C=C1C(=NC2)NN=C1OC1COCC1